[NH4+].FC=1C=C(C(=O)NCC2CCC(CC2)N2N=C3C=C(C=CC3=C2)N2CCN(CC2)C)C=C(C1O)F 3,5-difluoro-4-hydroxy-N-({(1r,4r)-4-[6-(4-methyl-piperazin-1-yl)-2H-indazol-2-yl]cyclohexyl}methyl)benzamide, ammonium salt